ClC1=CC(=C(C=C1)N(S(=O)(=O)C=1C=CC2=C(C(=C(O2)C(=O)[O-])C)C1)CC)CNCC=1SC=CC1 5-(N-(4-chloro-2-(((thiophen-2-ylmethyl)amino)methyl)phenyl)-N-ethylsulfamoyl)-3-methylbenzofuran-2-carboxylate